1,1,2,3,3-pentamethylhexahydroindane CC1(C(C(C2CCCCC12)(C)C)C)C